C(C)(C)OC(NC1=C2N=CN(C2=NC(=N1)F)[C@@H]1O[C@@]([C@H](C1)O)(CO)C#C)=O (9-((2R,4S,5R)-5-ethynyl-4-hydroxy-5-(hydroxymethyl)tetrahydrofuran-2-yl)-2-fluoro-9H-purin-6-yl)carbamic acid isopropyl ester